isopropylidene-(cyclopentadienyl)(9-fluorenyl)zirconium C(C)(C)=[Zr](C1C2=CC=CC=C2C=2C=CC=CC12)C1C=CC=C1